ethyl 4-[([4-[(diethoxyphosphoryl)methyl] phenyl] methyl)amino]-5H-pyrrolo[3,2-d]-pyrimidine-7-carboxylate C(C)OP(=O)(OCC)CC1=CC=C(C=C1)CNC=1C2=C(N=CN1)C(=CN2)C(=O)OCC